6-(Maleimido)Hexanoic Acid C1(C=CC(N1CCCCCC(=O)O)=O)=O